4-chloro-6-cyclopropyl-2-methyl-pyrido[3,4-d]pyridazine-1,7-dione ClC1=NN(C(C=2C1=CN(C(C2)=O)C2CC2)=O)C